ClC(C1=NC=CC=C1)C1=CC=C(C=C1)OC(F)(F)F 2-(chloro(4-(trifluoromethoxy)phenyl)methyl)pyridine